(R)-6-Morpholino-N-(1-(pyrazin-2-yl)piperidin-3-yl)pyrimidin-4-amine O1CCN(CC1)C1=CC(=NC=N1)N[C@H]1CN(CCC1)C1=NC=CN=C1